ClC=1C=C(C(=NC1)C)N[C@@H](CC)C1=CC=C(S1)C(=O)N[C@H](C(=O)N[C@H]1C(C1)(F)F)CC1CCCC1 (2S)-2-({5-[(1S)-1-[(5-chloro-2-methylpyridin-3-yl)amino]propyl]thiophen-2-yl}formamido)-3-cyclopentyl-N-[(1R)-2,2-difluorocyclopropyl]propanamide